2-(5-(2,6-dichlorophenyl-ethyl)-2,3-dihydro-1H-inden-1-yl)-2-azaspiro[3.3]heptane-6-carboxylic acid ClC1=C(C(=CC=C1)Cl)CCC=1C=C2CCC(C2=CC1)N1CC2(C1)CC(C2)C(=O)O